2,4,6-trimethylpimelic acid, dimethyl ester CC(C(=O)OC)CC(CC(C(=O)OC)C)C